[N+](=O)([O-])C1=NC=CC(=C1)N1CCN(CCC1)C(=O)OC(C)(C)C tert-butyl 4-(2-nitropyridin-4-yl)-1,4-diazepan-1-carboxylate